C(C)(=O)N(C(C)=O)C1=C(C(=O)OC)C=C(C(=C1)F)Br methyl 2-(N-acetylacetamido)-5-bromo-4-fluorobenzoate